O1CCC(CC1)C(=O)N1[C@H](COC2=C(C1)C=CC(=C2)C(=O)OC)C2=CC=C(C=C2)C(F)(F)F Methyl (S)-4-(tetrahydro-2H-pyran-4-carbonyl)-3-(4-(trifluoromethyl)phenyl)-2,3,4,5-tetrahydrobenzo[f][1,4]oxazepine-8-carboxylate